C(C)(C)(C)OC(=O)N([C@@H]1CN(CC1)C=1C2=CN(N=C2C(=CC1)C(=O)O)C)CC#C 4-[(3S)-3-[tert-butoxycarbonyl(prop-2-ynyl)amino]pyrrolidin-1-yl]-2-methyl-indazole-7-carboxylic acid